butyl-5-(3,4-dichlorophenyl)-4-(o-tolyloxy)thieno[2,3-d]pyrimidine methyl-5-cyanopicolinate COC(C1=NC=C(C=C1)C#N)=O.C(CCC)C=1N=C(C2=C(N1)SC=C2C2=CC(=C(C=C2)Cl)Cl)OC2=C(C=CC=C2)C